tert-butyl (S)-((3'-chloro-2'-(2-chloro-3-((3-formyl-2-methoxyphenyl)amino)phenyl)-6-methoxy-[2,4'-bipyridin]-5-yl)methyl)((5-oxopyrrolidin-2-yl)methyl)carbamate ClC=1C(=NC=CC1C1=NC(=C(C=C1)CN(C(OC(C)(C)C)=O)C[C@H]1NC(CC1)=O)OC)C1=C(C(=CC=C1)NC1=C(C(=CC=C1)C=O)OC)Cl